C(C)OC1=NC=C(C=C1NS(=O)(=O)C1=C(C=CC=C1)F)C=1C=C2C(=NC=NC2=CC1)N1CCN(CC1)C(\C=C\C(C)=O)=O (E)-N-(2-ethoxy-5-(4-(4-(4-oxopent-2-enoyl)piperazin-1-yl)quinazolin-6-yl)pyridin-3-yl)-2-fluoro-benzene-sulfonamide